4-(8-((Benzyloxy)carbonyl)-3,8-diazabicyclo[3.2.1]octane-3-yl)-2-(((S)-1-(3-(3-ethoxy-3-oxopropoxy)propyl)pyrrolidin-2-yl)methoxy)-5,6-dihydropyrido[3,4-d]pyrimidine C(C1=CC=CC=C1)OC(=O)N1C2CN(CC1CC2)C=2C1=C(N=C(N2)OC[C@H]2N(CCC2)CCCOCCC(=O)OCC)C=NCC1